N[C@H]1[C@@H]2N(C[C@H]1CC2)C(=O)C2=CC1=C(N(C(=N1)C=1N(C3=CC(=CC=C3C1)C=1C=CC3=C(NC(O3)=O)C1)CC1CC1)C)C(=C2)OC 5-(2-{5-[(1R,4R,7R)-7-amino-2-azabicyclo[2.2.1]heptane-2-carbonyl]-7-methoxy-1-methyl-1H-1,3-benzodiazol-2-yl}-1-(cyclopropylmethyl)-1H-indol-6-yl)-2,3-dihydro-1,3-benzoxazol-2-one